7-(2,3-dihydro-1H-pyrrolo[3,2-c]pyridin-1-yl)-N-(tetrahydro-2H-pyran-4-yl)[1,3]thiazolo[5,4-d]pyrimidine-2-carboxamide N1(CCC=2C=NC=CC21)C=2C1=C(N=CN2)SC(=N1)C(=O)NC1CCOCC1